(3S,4S)-3-n-hexyl-4-[(2R)-2-hydroxytridecyl]-2-oxetanone C(CCCCC)[C@@H]1C(O[C@H]1C[C@@H](CCCCCCCCCCC)O)=O